Calcium Manganat [Mn](=O)(=O)([O-])[O-].[Ca+2]